ditrimethylolpropane methylacrylate COC(C=C)=O.C(O)C(CC)(CO)CO.C(O)C(CC)(CO)CO